ClC1=C(C=CC(=C1)Cl)C=1CCCC2=C(C1C1=CC(=CC=C1)O[C@H]1CN(CC1)CCCF)C=CC(=C2)C(=O)O (R)-8-(2,4-Dichlorophenyl)-9-(3-((1-(3-fluoropropyl)pyrrolidin-3-yl)oxy)phenyl)-6,7-dihydro-5H-benzo[7]annulene-3-carboxylic acid